C(C)(C)(C)OC(N[C@@H]1CN(CCC1)C1=NC=C(N=C1)C)=O N-[(3S)-1-(5-methylpyrazin-2-yl)piperidin-3-yl]carbamic acid tert-butyl ester